1-(benzofuran-3-yl)piperazine O1C=C(C2=C1C=CC=C2)N2CCNCC2